FC(C(C(C(COC(C(F)F)(F)F)(F)F)(F)F)(F)F)F 1,1,2,2,3,3,4,4-octafluoro-5-(1,1,2,2-tetrafluoroethoxy)pentane